1'-(difluoromethyl)-4-nitro-1-((2-(trimethylsilyl)ethoxy)methyl)-1H,1'H-3,4'-bipyrazole FC(N1N=CC(=C1)C1=NN(C=C1[N+](=O)[O-])COCC[Si](C)(C)C)F